C(C)C1=CC2=C(C(N(CC23CC3)CC(=O)OC)=O)S1 Methyl 2-(2'-ethyl-7'-oxo-5'H-spiro[cyclopropane-1,4'-thieno[2,3-c]pyridin]-6'(7'H)-yl)acetate